3-bromo-5,6-dihydro-4H-pyrrolo[2,1-e]pyrazole BrC=1C=NN2C1CCC2